C(C)(C)C1=C(C=CC=C1)C1(C(CCCC1)=O)[N+](=O)[O-] 2-(2-isopropylphenyl)-2-nitrocyclohexanone